3-(2,3-dihydro-1H-inden-5-yl)-4-phenyl-4,5-dihydropyrazole C1CCC2=CC(=CC=C12)C1=NNCC1C1=CC=CC=C1